4-(2-fluorophenyl)-7-((3S)-1-methyl-3-piperidinyl)-2-(2-(2-propenoyl)-2,6-diazaspiro[3.4]octan-6-yl)-5,6,7,8-tetrahydro-1,7-naphthyridine-3-carbonitrile FC1=C(C=CC=C1)C1=C(C(=NC=2CN(CCC12)[C@@H]1CN(CCC1)C)N1CC2(CN(C2)C(C=C)=O)CC1)C#N